ClC(C(=O)C)(I)Cl 1,1-dichloro-1-iodoacetone